The molecule is a fatty alcohol that is 1-dodecanol substituted by methyl groups at positions 3, 7 and 11. Metabolite observed in cancer metabolism. It has a role as a human metabolite and a plant metabolite. It is an alkyl alcohol, a fatty alcohol and a primary alcohol. CC(C)CCCC(C)CCCC(C)CCO